C(C)OC(CCC(=O)C1=NC2=C(C=CC=C2C=C1O)C1=CC=C(C=C1)C(F)(F)F)=O 4-[3-hydroxy-8-(4-trifluoromethyl-phenyl)-quinolin-2-yl]-4-oxo-butyric acid ethyl ester